BrC1=CC=C(C(=N1)OC(C)C)N 6-bromo-2-isopropoxy-pyridin-3-amine